BrC1=CC(=C(C(=C1)[N+](=O)[O-])N[C@H]1[C@H](CCC1)NC(=O)C1=CC(NC2=CC=CC=C12)=O)C(=O)N1CCN(CC1)C N-((1S,2R)-2-((4-bromo-2-(4-methylpiperazine-1-carbonyl)-6-nitrophenyl)amino)cyclopentyl)-2-oxo-1,2-dihydroquinoline-4-carboxamide